C(C)(C)(C)N1N=CC(=C1)NC(CC1=C(C=C(C(=C1)C)OC1=CC=NC2=CC=C(C=C12)C=1N=NC=CC1C)F)=O N-(1-(tert-butyl)-1H-pyrazol-4-yl)-2-(2-fluoro-5-methyl-4-((6-(4-methylpyridazin-3-yl)quinolin-4-yl)oxy)phenyl)acetamide